2,6-dimethyl-2,6-dihydroxy-7-octene CC(C)(CCCC(C=C)(O)C)O